5-acetyl-2,7-dimethyl-3-(4-methylpiperidin-1-yl)isoquinolin-1(2H)-one C(C)(=O)C1=C2C=C(N(C(C2=CC(=C1)C)=O)C)N1CCC(CC1)C